diisopropylaminoacetaldehyde C(C)(C)N(C(C)C)CC=O